OC1=CC=C2C(N(C(C2=C1)C1=C(NC2=CC=CC=C12)C=O)C)=O 3-(6-hydroxy-2-methyl-3-oxo-2,3-dihydro-1H-isoindol-1-yl)-1H-indole-2-carbaldehyde